8-allyloxy-1,3,6-pyrenetrisulphonate C(C=C)OC=1C=C(C=2C=CC3=C(C=C(C=4C=CC1C2C43)S(=O)(=O)[O-])S(=O)(=O)[O-])S(=O)(=O)[O-]